(9H-fluoren-9-yl)methyl (R)-(1-(3-(4-methoxyphenyl)-6-nitro-4-oxo-3,4-dihydroquinazolin-2-yl)ethyl)(methyl)carbamate COC1=CC=C(C=C1)N1C(=NC2=CC=C(C=C2C1=O)[N+](=O)[O-])[C@@H](C)N(C(OCC1C2=CC=CC=C2C=2C=CC=CC12)=O)C